ClC=1C(=NC=C(C1)F)CC1CC2(CN(C2)C(=O)N2CC3(C2)NC(COC3)=O)C1 2-[6-[(3-chloro-5-fluoro-2-pyridinyl)methyl]-2-azaspiro[3.3]heptane-2-carbonyl]-8-oxa-2,5-diazaspiro[3.5]nonan-6-one